(E)-1-(azetidin-1-yl)-4-((2-(4-((E)-2-cyclobutyl-1-(1H-indazol-5-yl)-2-phenylvinyl)phenoxy)ethyl)amino)but-2-en-1-one N1(CCC1)C(\C=C\CNCCOC1=CC=C(C=C1)/C(=C(\C1=CC=CC=C1)/C1CCC1)/C=1C=C2C=NNC2=CC1)=O